5-(2,3,4-trifluoro-phenyl)-isoxazole-3-carboxylic acid ethyl ester C(C)OC(=O)C1=NOC(=C1)C1=C(C(=C(C=C1)F)F)F